FC=1C(=CC=2C3=C(C=NC2C1)N(C(C31CC(C1)C1=C(C=CC=C1)F)=O)C)C=1C=C(C(=NC1)OCCNC(C)C)NS(=O)(=O)C trans-N-(5-(7'-Fluoro-3-(2-fluorophenyl)-3'-methyl-2'-oxo-2',3'-dihydrospiro[cyclobutane-1,1'-pyrrolo[2,3-c]quinolin]-8'-yl)-2-(2-(isopropylamino)ethoxy)pyridin-3-yl)methanesulfonamide